6-methyl-5-((2-(1-methyl-1H-pyrazol-4-yl)pyridin-4-yl)oxy)pyridin CC1=C(C=CC=N1)OC1=CC(=NC=C1)C=1C=NN(C1)C